4-(((R)-3-hydroxypiperidin-1-yl)-5-methylpyrido[4,3-d]pyrimidin-7-yl)naphthalen-2-ylbenzoic acid O[C@H]1CN(CCC1)C=1N=CC2=C(N1)C=C(N=C2C)C2=CC(=CC1=CC=CC=C21)C2=C(C(=O)O)C=CC=C2